ClC1=C(C=CC=C1Cl)N1CCN(CC1)CC[C@@H]1C[C@H](C1)N trans-3-(2-(4-(2,3-dichlorophenyl)piperazin-1-yl)ethyl)cyclobutan-1-amine